C(CC)C=1SC2=C(C(=NC=3C=CC=CC23)N)N1 2-propylthiazolo[4,5-c]quinolin-4-amine